1-[Bis(dimethylamino)methylene]-1H-1,2,3-triazolo[4,5-b]pyridinium 3-oxide hexafluorophosphate HCl Hydrogen Chloride Cl.Cl.F[P-](F)(F)(F)(F)F.CN(C)C(=[N+]1N=[N+](C2=NC=CC=C21)[O-])N(C)C